tert-butyl 2-(5-fluoro-2-(5-nitro-6-(piperidin-1-yl)nicotinamido)phenyl)acetate FC=1C=CC(=C(C1)CC(=O)OC(C)(C)C)NC(C1=CN=C(C(=C1)[N+](=O)[O-])N1CCCCC1)=O